t-butyl-methyl-isobutyl hydroperoxide C(C)(C)(C)C(C(C)C)(C)OO